BrCC1=C(N=NN1C)C=1N=CC(=NC1)O[C@@H]1C[C@H](CCC1)C(=O)OC(C)C isopropyl (1S,3S)-3-((5-(5-(bromomethyl)-1-methyl-1H-1,2,3-triazol-4-yl)pyrazin-2-yl)oxy)cyclohexane-1-carboxylate